C(C)C(CC(P(O)(O)=O)(P(O)(O)=O)CC(CCCC)CC)CCCC di-(2-ethylhexyl)methylenediphosphonic acid